7-chloro-2-ethyl-6-(5-methoxy-1H-benzo[d]imidazol-2-yl)-2,4-dihydro-5H-pyrazolo[4,3-b]pyridin-5-one ClC=1C=2C(NC(C1C1=NC3=C(N1)C=CC(=C3)OC)=O)=CN(N2)CC